4-(naphthalen-2-yl)benzyl-propionamide C1=C(C=CC2=CC=CC=C12)C1=CC=C(CC(C(=O)N)C)C=C1